OC1=C(C(=O)C2=CC=C(C=C2)OCCOC(C=C)=O)C=CC(=C1)O 2,4-dihydroxy-4'-(2-acryloyloxyethoxy)benzophenone